N1=CC=C(C=C1)NC(=O)C=1C2=C(SC1)C=C(C=C2)C2=CC=C(C=C2)C N-(pyridin-4-yl)-6-(p-tolyl)benzo[b]Thiophene-3-carboxamide